1-[(2S,4R)-2-[4-(3-benzyloxypiperidine-1-carbonyl)-1H-imidazol-2-yl]-4-hydroxy-pyrrolidin-1-yl]-2-(3-methoxyisoxazol-5-yl)-3-methyl-butan-1-one C(C1=CC=CC=C1)OC1CN(CCC1)C(=O)C=1N=C(NC1)[C@H]1N(C[C@@H](C1)O)C(C(C(C)C)C1=CC(=NO1)OC)=O